2-(3-sulfo-4-methylbenzyl)-1H-isoindole S(=O)(=O)(O)C=1C=C(CN2CC3=CC=CC=C3C2)C=CC1C